The molecule is the L-enantiomer of 3-oxoalanine. It has a role as an Escherichia coli metabolite. It is a 3-oxoalanine, a L-alanine derivative and a non-proteinogenic L-alpha-amino acid. It derives from a L-serine. It is a conjugate acid of a L-3-oxoalaninate. It is a tautomer of a L-3-oxoalanine zwitterion. C(=O)[C@@H](C(=O)O)N